N1(CCCCC1)C1CCN(CC1)C(=O)OCN1C(CCCC1=O)=O 2,6-dioxopiperidin-1-ylmethyl [1,4']bipiperidinyl-1'-carboxylate